2-(4-(1-methyl-2-oxo-1,2,3,4-tetrahydroquinolin-6-yl)-5,6,7,8-tetrahydroisoquinolin-8-yl)-N-pyrazin-2-ylacetamide CN1C(CCC2=CC(=CC=C12)C1=CN=CC=2C(CCCC12)CC(=O)NC1=NC=CN=C1)=O